OCCOCCOCCOCCOCCN1CCN(CC1)C(=O)OC(C)(C)C tert-butyl 4-(14-hydroxy-3,6,9,12-tetraoxatetradecan-1-yl)piperazine-1-carboxylate